CC(C=O)(C(CC=O)=O)C 2,2-dimethyl-3-oxoglutaraldehyde